CN(S(=O)(=O)C=1C=C(C=CC1)NC(C(=C)N1CCN(CC1)C1=C2C(NC=N1)=NC=C2)=O)C N-[3-(dimethylsulfamoyl)phenyl]-2-(4-{1H-pyrrolo[2,3-d]pyrimidin-4-yl}piperazin-1-yl)propenamide